SNCCNCCNCCN mercaptotriethylenetetramine